1-(3-chloro-5'-fluoro-2'-hydroxy-3'-(3-((methylamino)methyl)-1H-indazol-5-yl)-[1,1'-biphenyl]-4-yl)-3-methyl-1H-imidazol-2(3H)-one ClC=1C=C(C=CC1N1C(N(C=C1)C)=O)C1=C(C(=CC(=C1)F)C=1C=C2C(=NNC2=CC1)CNC)O